5-ethyl-2-(2-hydroxy-2-methylpropyl)-6-(4-(1H-pyrazol-1-yl)benzyl)isoindolin-1-one C(C)C=1C=C2CN(C(C2=CC1CC1=CC=C(C=C1)N1N=CC=C1)=O)CC(C)(C)O